7-((3-(Difluoromethyl)-6-ethylpyridin-2-yl)oxy)-2-azaspiro[3.5]nonan FC(C=1C(=NC(=CC1)CC)OC1CCC2(CNC2)CC1)F